C(C)(C)(C)C1[C@](N(CC[C@@]1(C(=O)O)CC1=NC=C(C=C1F)F)C(=O)O)(C)C(C)(C)C di-tert-butyl-(2R,4R)-4-((3,5-difluoropyridin-2-yl)methyl)-2-methylpiperidine-1,4-dicarboxylic acid